COC=1C=C(C=NC1)C=1C=C2C=C(NC2=CC1)C=1C=NC(=CC1)OC 5-(5-methoxypyridin-3-yl)-2-(6-methoxypyridin-3-yl)-1H-indole